FC1=CC=C(C=C1)P(C1=CC=CC=C1)(C1=CC=C(C=C1)F)=O bis(4-fluorophenyl)phenylphosphine oxide